F[B-](F)(F)F.C(CCC)[N+]1=CC=CC=C1 1-Butylpyridinium tetrafluoroborat